NCC1=NNC(C2=CC=C(C=C12)C=1C=NC=C(C#N)C1)=O 5-(4-(aminomethyl)-1-oxo-1,2-dihydro-phthalazin-6-yl)nicotinonitrile